(Z)-5-(5-(4,4-difluoropiperidine-1-carbonyl)-1H-pyrrolo[2,3-b]pyridin-1-yl)-N'-hydroxypicolinimidamide FC1(CCN(CC1)C(=O)C=1C=C2C(=NC1)N(C=C2)C=2C=CC(=NC2)/C(/N)=N/O)F